C(C)(C)(C)OC(=O)N1[C@@H](CC1)COC1=CC(=C(C=C1)C)C(NC1(CC1)C1=C2C=CC=NC2=CC(=C1)C=1C=NC=CC1)=O.C(C)(C)(C)[Si](OCC1CCNCC1)(C)C tert-butyl-dimethyl-(4-piperidylmethoxy)silane tert-butyl-(s)-2-((4-methyl-3-((1-(7-(pyridin-3-yl)quinolin-5-yl)cyclopropyl)carbamoyl)phenoxy)methyl)azetidine-1-carboxylate